BrC=1C=C(C=CC1)C([C@@H](C(=O)O)N(C)C(=O)OC(C)(C)C)(C)C (S)-3-(3-bromophenyl)-2-((tert-butoxycarbonyl)(methyl)amino)-3-methylbutanoic acid